CC(CC)CCC=C(C=CCCCCCC)C 3,7-dimethyl-6,8-pentadecadiene